4-((1-((2-Cyano-4-(trifluoromethyl)phenyl)sulfonyl)-3-(hydroxymethyl)azetidin-3-yl)methoxy)-2-fluorobenzonitrile C(#N)C1=C(C=CC(=C1)C(F)(F)F)S(=O)(=O)N1CC(C1)(CO)COC1=CC(=C(C#N)C=C1)F